((S)-1-(2-((S)-2-cyanopyrrolidin-1-yl)-2-oxoethyl)pyrrolidin-3-yl)-6-hydroxybenzofuran-3-carboxamide C(#N)[C@H]1N(CCC1)C(CN1C[C@H](CC1)C=1OC2=C(C1C(=O)N)C=CC(=C2)O)=O